(((5R,7R)-8,8-difluoro-3-neopentyl-2-oxo-1-oxa-3-azaspiro[4.5]decan-7-yl)methyl)-1H-benzo[d]imidazole-6-carbonitrile FC1([C@H](C[C@@]2(CN(C(O2)=O)CC(C)(C)C)CC1)CN1C=NC2=C1C=C(C=C2)C#N)F